[Mo+4].[O-2].[Al+3] aluminum oxide molybdenum